ClC=1C(=C(CN2CCC(CC2)(C(=O)O)CC2=NC(=CC(=C2F)CC)NC2=NNC(=C2)C)C=CC1)F 1-(3-chloro-2-fluorobenzyl)-4-((4-ethyl-3-fluoro-6-((5-methyl-1H-pyrazol-3-yl)amino)-pyridin-2-yl)methyl)piperidine-4-carboxylic acid